C(C)(C)N1N=NN=C1C1=CC=C(C=C1)C=1C=C(C=NC1)C1=CC=NC2=C1C=C1N2CCN(C1=O)C 4-(5-(4-(1-isopropyl-1H-tetrazol-5-yl)phenyl)pyridin-3-yl)-7-methyl-8,9-dihydropyrido[3',2':4,5]pyrrolo[1,2-a]pyrazin-6(7H)-one